1,6-diamino-3,3-dimethylhexane NCCC(CCCN)(C)C